C(C)(C)C=1N=C2N(C=C(N=C2)C2=CC(=CC=C2)C(F)(F)F)C1C1=C(C=C(C=C1)O)OC 4-(2-isopropyl-6-(3-(trifluoromethyl)phenyl)imidazo[1,2-a]pyrazin-3-yl)-3-methoxyphenol